N1-(adamantan-1-ylmethyl)-N2-(1H-pyrrolo[3,2-b]pyridin-3-yl)oxalamide C12(CC3CC(CC(C1)C3)C2)CNC(C(=O)NC2=CNC=3C2=NC=CC3)=O